3-(3-amino-2,5-difluorophenoxy)-2-methyl-6-nitrobenzoic acid tert-butyl ester C(C)(C)(C)OC(C1=C(C(=CC=C1[N+](=O)[O-])OC1=C(C(=CC(=C1)F)N)F)C)=O